FC[C@](C)(O)C1=C2CCN([C@H](C2=CC=C1)C)C(C)=O 1-[(1S)-5-[(1R)-2-fluoro-1-hydroxy-1-methyl-ethyl]-1-methyl-3,4-dihydro-1H-isoquinolin-2-yl]Ethanone